COC1=CC=C(COC=2SC=C(N2)C2=CCC(CC2)CC=O)C=C1 2-(4-(2-((4-methoxybenzyl)oxy)thiazol-4-yl)cyclohex-3-en-1-yl)acetaldehyde